4-(3-((1-(4-chloro-2-methoxyphenyl)-2-oxo-2-(6-(trifluoromethoxy)indolin-1-yl)ethyl)amino)-5-methoxyphenoxy)-2,2-dimethylbutanoic acid ClC1=CC(=C(C=C1)C(C(N1CCC2=CC=C(C=C12)OC(F)(F)F)=O)NC=1C=C(OCCC(C(=O)O)(C)C)C=C(C1)OC)OC